CO[C@H]1CN(CC1)C1=C(C=NC=C1)C1CN(C1)C(=O)OC(C)(C)C tert-butyl (R)-3-(4-(3-methoxypyrrolidin-1-yl)pyridin-3-yl)azetidine-1-carboxylate